O[C@H](CCCC(=O)OC)C\C=C/CC methyl (R,Z)-5-hydroxy-7-decenoate